eicosa-5,11,14-trienoic acid C(CCCC=CCCCCC=CCC=CCCCCC)(=O)O